C1(CC1)C1=CC(=C(C(=O)N)C=C1)F 4-cyclopropyl-2-fluorobenzamide